4-(Pyridin-4-ylmethyl)piperidin-4-amine N1=CC=C(C=C1)CC1(CCNCC1)N